CC1=C(C2=C(CC[C@@](O2)(C)CCC[C@H](C)CCC[C@H](C)CCCC(C)C)C(=C1O)C)C (+)-alpha-tocopherol